(2r,4r)-8-(4-chloro-2-fluorophenyl)-2-(2-hydroxypropan-2-yl)-5-(4-(trifluoromethyl)benzyl)-5,8-diazaspiro[3.5]nonane-6,9-dione ClC1=CC(=C(C=C1)N1CC(N(C2(CC(C2)C(C)(C)O)C1=O)CC1=CC=C(C=C1)C(F)(F)F)=O)F